1-methyl-β-carboline CC1=NC=CC=2C3=CC=CC=C3NC12